FC=1C=C(C=NC1)NC(=O)C=1C=C2C(=NC1)NC=C2C=2C=C1C(=NC=NC1=CC2)OC N-(5-fluoropyridin-3-yl)-3-(4-methoxyquinazolin-6-yl)-1H-pyrrolo[2,3-b]pyridine-5-carboxamide